(S)-3-((3,5-difluoro-4-((2-(trifluoromethyl)pyrimidin-5-yl)oxy)benzyl)oxy)-7,8,8a,9-tetrahydropyrrolo[1',2':3,4]imidazo[1,2-c]pyrimidin-1(6H)-one FC=1C=C(COC=2C=C3N(C(N2)=O)C[C@H]2N3CCC2)C=C(C1OC=1C=NC(=NC1)C(F)(F)F)F